C1=CC=CC=2C3=CC=CC=C3N(C12)C1=CC=C(C=C1)C1=NC(=C(C(=C1N1C2=CC=C(C=C2C=2C=C(C=CC12)C#N)C#N)C1=C(C=CC=C1)C1=CC=CC=C1)N1C2=CC=C(C=C2C=2C=C(C=CC12)C#N)C#N)C1=CC=C(C=C1)N1C2=CC=CC=C2C=2C=CC=CC12 9,9'-(2,6-bis(4-(9H-carbazol-9-yl)phenyl)-4-([1,1'-biphenyl]-2-yl)pyridine-3,5-diyl)bis(9H-carbazole-3,6-dicarbonitrile)